ClC1=CC=C(C=2N1C=NN2)C2=CC(=NC=C2)C(F)F 5-chloro-8-(2-(difluoromethyl)pyridin-4-yl)-[1,2,4]triazolo[4,3-a]pyridine